CC1(CCC(=CC1)C1=C(C=CC(=C1)C1CC(NC(C1)(C)C)(C)C)NC(=O)C1=NOC(=C1)C)C N-(4',4'-dimethyl-5-(2,2,6,6-tetramethylpiperidin-4-yl)-2',3',4',5'-tetrahydro-[1,1'-biphenyl]-2-yl)-5-methylisoxazole-3-carboxamide